P(O)(O)OCC(C)OP(O)O propylene glycol bisphosphite